N2-(azepan-4-yl)-5,7-dimethylpyrido[2,3-d]pyrimidine-2,4-diamine N1CCC(CCC1)NC=1N=C(C2=C(N1)N=C(C=C2C)C)N